The molecule is an isoquinolinol that is 5-hydroxyisoquinolin-1(2H)-one which has been substituted at positions 4 and 8 by phenyl and methoxy groups, repectively. Isolated from the fermentation of an endophytic fungus Penicillium sp. R22 in Nerium indicum. It displayed weak antibacterial activity. It has a role as an antifungal agent and a fungal metabolite. It is an isoquinolinol and an aromatic ether. COC1=C2C(=C(C=C1)O)C(=CNC2=O)C3=CC=CC=C3